(R)-1-(4-(((R)-1-(3-(1,1-difluoro-2-hydroxyethyl)-2-fluorophenyl)ethyl)amino)-2-methyl-8,9-dihydro-7H-cyclopenta[h]quinazolin-6-yl)pyrrolidin-3-ol FC(CO)(F)C=1C(=C(C=CC1)[C@@H](C)NC1=NC(=NC2=C3C(=C(C=C12)N1C[C@@H](CC1)O)CCC3)C)F